4-((2S,4S)-1-((5-methoxy-7-methyl-1H-indol-4-yl)methyl)-4-((2,2,2-trifluoroethyl)amino)piperidin-2-yl)benzoic acid COC=1C(=C2C=CNC2=C(C1)C)CN1[C@@H](C[C@H](CC1)NCC(F)(F)F)C1=CC=C(C(=O)O)C=C1